3-(((1R,2r,3S,5r)-adamantan-2-yl)carbamoyl)bicyclo[2.2.1]hept-5-ene-2-carboxylic acid C12C(C3CC(CC(C1)C3)C2)NC(=O)C2C(C3C=CC2C3)C(=O)O